(5-(3-Hydroxycyclohexyl)-2-methyl-1,2,3,4-tetrahydroisoquinolin-7-yl)carbamic acid tert-butyl ester C(C)(C)(C)OC(NC1=CC(=C2CCN(CC2=C1)C)C1CC(CCC1)O)=O